CC1=C(N=C2N(C1=O)C=C(C=C2[C@@H](C)NC2=C(C(=O)O)C=CC=C2)C)N2CC1(CC(C1(F)F)(F)F)CC2 2-(((1R)-1-(3,7-dimethyl-4-oxo-2-(1,1,2,2-tetrafluoro-6-azaspiro[3.4]octan-6-yl)-4H-pyrido[1,2-a]pyrimidin-9-yl)ethyl)amino)benzoic acid